N-((R)-1-(3-(difluoromethyl)-2-fluorophenyl)ethyl)-1-(1-(difluoromethyl)cyclobutyl)-4-(((1R,5S,6s)-3-methyl-3-azabicyclo[3.1.0]hexan-6-yl)amino)-6-oxo-1,6-dihydropyridine-3-carboxamide FC(C=1C(=C(C=CC1)[C@@H](C)NC(=O)C1=CN(C(C=C1NC1[C@@H]2CN(C[C@H]12)C)=O)C1(CCC1)C(F)F)F)F